1-[[2-(1,1-dimethylethyl)cyclohexyl]oxy]-2-butanol CC(C)(C)C1C(CCCC1)OCC(CC)O